BrC1=CC=C(C=C1)C(C(=O)OCC)(F)F Ethyl 2-(4-bromophenyl)-2,2-difluoroacetate